tert-butyl 3-(2-carbamoylpyridin-4-yl)-4,4-difluoropiperidine-1-carboxylate C(N)(=O)C1=NC=CC(=C1)C1CN(CCC1(F)F)C(=O)OC(C)(C)C